6-Chloro-2-(2-(methyl-d3)-2H-tetrazol-5-yl)pyridin-3-amine ClC1=CC=C(C(=N1)C=1N=NN(N1)C([2H])([2H])[2H])N